[13CH3][13CH]([13CH3])[13C@@H]([13C](=O)O)[15NH2] The molecule is an L-alpha-amino acid that is L-valine in which all five carbons are (13)C isotopes while the nitrogen is the (15)N isotope. It is a L-alpha-amino acid, a valine, a (13)C-modified compound and a (15)N-modified compound.